methylphenol sodium salt [Na].CC1=C(C=CC=C1)O